NC=1CC(=CC2=C(N1)C=C(S2)CC2CCN(CC2)C(=O)OC(C)(C)C)C(=O)O 5-amino-2-[(1-tert-butoxycarbonyl-4-piperidyl)methyl]-6H-thieno[3,2-b]azepine-7-carboxylic acid